6-ethyl-N-(1-methyl-1H-imidazol-2-yl)quinoline C(C)C=1C=C2C=CCN(C2=CC1)C=1N(C=CN1)C